3-dimethylamino-N,N-dimethylacrylamide CN(C=CC(=O)N(C)C)C